N1(CCC1)C1=CC2=C(C=C(O2)C(=O)NS(=O)(=O)C2=C(C(=CC=C2OC)Cl)C)C(=C1)F 6-(Azetidin-1-yl)-N-(3-chloro-6-methoxy-2-methylbenzene-1-sulfonyl)-4-fluoro-1-benzofuran-2-carboxamide